FC(C=1C=C2CCNC2=CC1)(F)F 5-(trifluoromethyl)-2,3-dihydro-1H-indole